1-(4-methyl-5-(2-(methylthio)pyrimidin-4-yl)thiazol-2-yl)-3-(4-((4-(methylsulfonyl)piperazin-1-yl)methyl)-3-(trifluoromethyl)phenyl)urea CC=1N=C(SC1C1=NC(=NC=C1)SC)NC(=O)NC1=CC(=C(C=C1)CN1CCN(CC1)S(=O)(=O)C)C(F)(F)F